NC1=CC=C(OC2=C(C=CC=C2)S(=O)(=O)C2=C(C=CC=C2)OC2=CC=C(C=C2)N)C=C1 (4-aminophenoxy)phenylsulfone